1-((5-Chloro-2-pyrimidinyl)methyl)-2-((3R,4R)-4-fluoro-3-(methylamino)-1-piperidinyl)-1H-benzimidazol-6-carbonitril ClC=1C=NC(=NC1)CN1C(=NC2=C1C=C(C=C2)C#N)N2C[C@H]([C@@H](CC2)F)NC